2-bromo-4-methyl-N-(p-tolyl)pentanamide BrC(C(=O)NC1=CC=C(C=C1)C)CC(C)C